FC1(CCN(CC1)C(=O)[C@H]1CN(CCC1)S(=O)(=O)C1=NC=C(C=C1)S(=O)(=O)C(C)C)F (R)-(4,4-difluoropiperidin-1-yl)(1-((5-(isopropylsulfonyl)pyridin-2-yl)sulfonyl)piperidin-3-yl)methanone